C(C)NC(NC1=NC=CC(=C1)CN1CC(N(CC1)C=1C=C(C(=NC1)C(=O)NC)F)C)=O 5-(4-((2-(3-ethylureido)pyridin-4-yl)methyl)-2-methylpiperazin-1-yl)-3-fluoro-N-methylpicolinamide